COCCN(CCC(C(=O)O)NC(=O)OC(C)C1=CC=CC=C1)CCCCC1=NC=2NCCCC2C=C1 4-[2-methoxyethyl-[4-(5,6,7,8-tetrahydro-1,8-naphthyridin-2-yl)butyl]amino]-2-[[1-phenylethoxy]carbonylamino]butanoic acid